CC1C2=CN(N=C2C2=C(C1)OC(=C2C)C(=O)O)CC2=NC=CC=C2 4,8-Dimethyl-2-[(pyridin-2-yl)methyl]-4,5-dihydro-2H-furo[2,3-g]indazole-7-carboxylic acid